acryloyloxyethyl-phosphate C(C=C)(=O)OCCOP(=O)([O-])[O-]